[C@@H]1([C@H](O)[C@@H](O)[C@H](O[C@H]2[C@H](O)[C@@H](O)[C@@H](O)[C@H](O2)CO)[C@H](O1)CO)N β-lactosylamine